BrC1=CC=C2C(=N1)C(=CN2)C(=O)O 5-bromo-1H-pyrrolo[3,2-b]Pyridine-3-carboxylic acid